ClC1=C(C=C(C=C1)Cl)N1N=C(C=C1NC(=O)C=1C=NN2C1N=CC=C2)C N-(1-(2,5-dichlorophenyl)-3-methyl-1H-pyrazol-5-yl)pyrazolo[1,5-a]pyrimidine-3-carboxamide